C(C)NCCC(=O)O N-ethyl-beta-alanine